P(=O)(OCC[N+]1(CCCC1)CCOCCNC(CCCCCNC(CCCCCN)=O)=O)(O)[O-] 2-[1-[2-[2-[6-(6-Aminohexanoylamino)hexanoylamino]ethoxy]ethyl]pyrrolidin-1-ium-1-yl]ethyl hydrogen phosphate